(6-(2,3-dichloro-6-hydroxyphenyl)-6,7-dihydro-5H-pyrrolo[2,1-c][1,2,4]triazol-3-yl)(piperazin-1-yl)methanone ClC1=C(C(=CC=C1Cl)O)C1CC2=NN=C(N2C1)C(=O)N1CCNCC1